[Br-].C(C1=CC=CC=C1)[N+]1=CC=C2C=C(C(NC2=C1)=O)F 7-benzyl-3-fluoro-2-oxo-1H-1,7-naphthyridin-7-ium bromide